9-(4-(phenyl diazenyl) phenoxy)-nonyl-acrylate C1(=CC=CC=C1)N=NC1=CC=C(OCCCCCCCCCOC(C=C)=O)C=C1